C(CCCCCCCCCCCCCCCCCCC)(=O)OC[C@@H](OC(CCCCCCCCCCCCCCCCCCC)=O)COP(=O)([O-])OCC[N+](C)(C)C 1,2-diicosanoyl-sn-Glycero-3-phosphocholine